OC1=CC=C(C=C1)C(CC(C)O)CCCCCC 4-(p-hydroxyphenyl)-2-decanol